(R)-1-(5-methyl-4-((3-methyl-4-((6-methylpyridin-3-yl)oxy)phenyl)amino)-5,6-dihydropyrido[4',3':4,5]thieno[2,3-d]pyrimidin-7(8H)-yl)prop-2-en-1-one C[C@H]1CN(CC2=C1C1=C(N=CN=C1NC1=CC(=C(C=C1)OC=1C=NC(=CC1)C)C)S2)C(C=C)=O